N1=CC(=CC=C1)N1CCC(CC1)CN1C[C@@H](C([C@@H](C1)O)O)O (3S,4r,5R)-1-((1-(pyridin-3-yl)piperidin-4-yl)methyl)piperidine-3,4,5-triol